7-(8-ethynyl-7-fluoro-3-(trifluoromethyl)naphthalen-1-yl)-8-fluoro-N-methyl-2-(8-methyl-3,8-diazabicyclo[3.2.1]octan-3-yl)-N-(((S)-pyrrolidin-2-yl)methyl)pyrido[4,3-d]pyrimidin-4-amine C(#C)C=1C(=CC=C2C=C(C=C(C12)C1=C(C=2N=C(N=C(C2C=N1)N(C[C@H]1NCCC1)C)N1CC2CCC(C1)N2C)F)C(F)(F)F)F